OC(CCC[C@@H](C)[C@H]1CC[C@H]2[C@@H]3CC=C4CCCC[C@]4(C)[C@H]3CC[C@]12C)C1=C(C=CC=C1)OC 24-[hydroxyl(2-methoxyphenyl)methyl]cholane-6(5)-en